(4R)-4-amino-4,5-dihydrofuran-2-carboxylic acid methyl ester COC(=O)C=1OC[C@@H](C1)N